NC1=NN(C=C1C)C(=O)OC(C)(C)C tert-Butyl 3-amino-4-methyl-1H-pyrazole-1-carboxylate